(R)-1-(2,5-difluoropyridin-3-yl)ethyl (4-(5-(1-(difluoromethyl)cyclopropane-1-carboxamido)pyridin-2-yl)-1-methyl-1H-1,2,3-triazol-5-yl)carbamate FC(C1(CC1)C(=O)NC=1C=CC(=NC1)C=1N=NN(C1NC(O[C@H](C)C=1C(=NC=C(C1)F)F)=O)C)F